bromo-5,6-difluoronaphthalen-2-ol BrC1=C(C=CC2=C(C(=CC=C12)F)F)O